OCC=1C=NN(C1)C1(CN(C1)C=1C=2N(C=CC1)N=C(N2)NC=2C=NN(C2)CC(=O)N2CCN(CC2)C)CC#N 2-[3-[4-(hydroxymethyl)pyrazol-1-yl]-1-[2-[[1-[2-(4-methylpiperazin-1-yl)-2-oxo-ethyl]pyrazol-4-yl]amino]-[1,2,4]triazolo[1,5-a]pyridin-8-yl]azetidin-3-yl]acetonitrile